FC([C@@H]1CNC(N1C=1N=C2N(CCOC3=C2C=CC(=C3)N[C@H](C(=O)N)C)C1)=C=O)F (S)-2-((2-((S)-5-(difluoromethyl)-2-carbonylimidazolidin-1-yl)-5,6-dihydrobenzo[f]imidazo[1,2-d][1,4]oxazepin-9-yl)amino)propanamide